FC=1C(=C(C=CC1F)[C@@H]1[C@@H](O[C@@]([C@H]1C)(C(F)(F)F)C)C(=O)NC1=C(C(=NC=C1)C(=O)N)C)OC 4-[[(2R,3R,4S,5S)-3-(3,4-difluoro-2-methoxy-phenyl)-4,5-dimethyl-5-(trifluoromethyl)tetrahydrofuran-2-carbonyl]amino]-3-methyl-pyridine-2-carboxamide